cyclopenten-2-enone C1(C=CC=C1)=O